Cl.BrC1=CC=2NC(N(C(C2S1)=O)C1=CN=CC2=CC=CC=C12)=O 6-bromo-3-(4-isoquinolin-yl)-1H-thieno[3,2-d]pyrimidine-2,4-dione, hydrochloride